2-({2-Cyclopropyl-8-fluoro-4-[4-(2-methoxy-phenyl)-piperidin-1-yl]-quinazolin-6-yl}-methyl-amino)-ethanol C1(CC1)C1=NC2=C(C=C(C=C2C(=N1)N1CCC(CC1)C1=C(C=CC=C1)OC)N(CCO)C)F